triphenylpyridinediamine C1(=CC=CC=C1)C1=C(C(=C(C(=N1)N)N)C1=CC=CC=C1)C1=CC=CC=C1